methyl 6-isopropoxy-2-(tetrahydro-2H-pyran-4-yl)-2H-indazole-5-carboxylate C(C)(C)OC=1C(=CC2=CN(N=C2C1)C1CCOCC1)C(=O)OC